N-[(8-aminonaphthalen-1-yl)sulfonyl]acetamide NC=1C=CC=C2C=CC=C(C12)S(=O)(=O)NC(C)=O